4-((cis)-1-Benzyl-3,3-difluorohexahydropyrrolo[3,4-b]pyrrol-5(1H)-yl)-2,2-dimethyl-4-oxobutanoic acid C(C1=CC=CC=C1)N1[C@@H]2[C@H](C(C1)(F)F)CN(C2)C(CC(C(=O)O)(C)C)=O